(2S,4R)-2-(4-(4-((3-(2,3-Difluoro-4-methoxyphenyl)imidazo[1,2-a]pyrazin-8-yl)amino)-2-methylbenzoyl)piperazine-1-carbonyl)-4-hydroxy-1,1-dimethylpyrrolidin-1-ium formate C(=O)[O-].FC1=C(C=CC(=C1F)OC)C1=CN=C2N1C=CN=C2NC2=CC(=C(C(=O)N1CCN(CC1)C(=O)[C@H]1[N+](C[C@@H](C1)O)(C)C)C=C2)C